COC=1C=2N(C=C(C1)C1=C(C(=C3C=4C=C(C=CC4NC3=C1)C=1CCN(CC1)C(=O)OC(C)(C)C)C)C)N=CN2 tert-butyl 4-(7-(8-methoxy-[1,2,4]triazolo[1,5-a]pyridin-6-yl)-5,6-dimethyl-9H-carbazol-3-yl)-3,6-dihydropyridine-1(2H)-carboxylate